4-(trifluoromethoxy)phenyl (3'R,5'S)-5'-fluoro-2-oxo[1,3'-bipiperidine]-1'-carboxylate F[C@H]1C[C@H](CN(C1)C(=O)OC1=CC=C(C=C1)OC(F)(F)F)N1C(CCCC1)=O